FC1(C[C@H](C[C@H](C1)N1C(=NC2=C1C=C(C=C2)C2=NNC=N2)C2=C(C=CC=C2)OCCO)NC(C2=NC=CC(=C2)F)=O)F N-((1S,5R)-3,3-difluoro-5-(2-(2-(2-hydroxyethoxy)phenyl)-6-(1H-1,2,4-triazol-3-yl)-1H-benzo[d]imidazol-1-yl)cyclohexyl)-4-fluoropicolinamide